(S)-N-(1-(dimethylamino)propan-2-yl)-3-nitro-4-(trifluoromethoxy)benzenesulfonamide CN(C[C@H](C)NS(=O)(=O)C1=CC(=C(C=C1)OC(F)(F)F)[N+](=O)[O-])C